ClC1=CC(=NC=C1C(=O)NC=1SC=NN1)Cl 4,6-Dichloro-N-(1,3,4-thiadiazol-2-yl)nicotinamide